C(C)(C)(C)C=1C=CC(=C(C1)O)C(C)C1=CC=CC=C1 5-(tert-butyl)-2-(1-phenylethyl)phenol